ClC1=CC(=C2C(=N1)C=C(O2)[C@H]2[C@H](CCCC2)NC(OC(C)(C)C)=O)NCC=2SC=CC2 |r| rac-tert-Butyl ((1S,2R)-2-(5-chloro-7-((thiophen-2-ylmethyl)amino)furo[3,2-b]pyridin-2-yl)cyclohexyl)carbamate